C([C@@H]1[C@H]([C@@H]([C@H]([C@H](O1)O[C@H]2[C@H](O[C@@H]([C@@H]([C@H]2O)O)O)CO)O)O)O)O The molecule is a glycosylgalactose that is alpha-D-galactopyranose in which the hydroxy group at position 4 has been converted into the corresponding alpha-D-glucoside.